OC=1C=C2CN(C(C2=CC1)=O)C1CNCCC1 3-(5-HYDROXY-1-OXOISOINDOLIN-2-YL)PIPERIDIN